ClC=1N=C(N2C1N(C(CCC2)=O)C)C 9-chloro-1,7-dimethyl-4,5-dihydro-3H-imidazo[1,5-a][1,3]diazepin-2-one